cyclobutyl-methyl-zinc bromide [Br-].C1(CCC1)[Zn]C